4H-imidazo[4,5-b]pyridin-7-amine N1=CN=C2NC=CC(=C21)N